2,3-dihydro-1,4-benzoxathiin-6-ol O1CCSC2=C1C=CC(=C2)O